N-(4-fluorophenyl)-4-(4-oxo-3,4,5,6,7,8-hexahydroquinazolin-2-ylthio)butanamide FC1=CC=C(C=C1)NC(CCCSC1=NC=2CCCCC2C(N1)=O)=O